NC1=C(C=C(C=N1)C=1C=C(C=CC1)C(=O)N1[C@H](CCC1)CN1CCCC1)OC(C)C1=C(C=CC=C1Cl)Cl (3-{6-amino-5-[1-(2,6-dichloro-phenyl)-ethoxy]-pyridin-3-yl}-phenyl)-((R)-2-pyrrolidin-1-ylmethyl-pyrrolidin-1-yl)-methanone